ClC1=C(CNC=C(C(=O)C2=CC=C(C=C2)C)C)C=CC=C1 3-((2-chlorobenzyl)amino)-2-methyl-1-(p-tolyl)prop-2-en-1-one